NC=1N=CC(=NC1C1=CN=C(O1)C)C=1C=C(C=CC1C)C(CO)(C(F)(F)F)O 2-(3-(5-amino-6-(2-methyloxazol-5-yl)pyrazin-2-yl)-4-methylphenyl)-3,3,3-trifluoropropane-1,2-diol